2-Cyclopropyl-5-[1-(2-fluoro-6-methylphenyl)-piperidin-4-yl]-4-methyl-7-(2-trifluoromethyl-benzyl)-2,4,5,7-tetrahydro-pyrazolo[3,4-d]pyrimidin-6-one C1(CC1)N1N=C2N(C(N(C(C2=C1)C)C1CCN(CC1)C1=C(C=CC=C1C)F)=O)CC1=C(C=CC=C1)C(F)(F)F